2-(1-benzyl-4-phenethyl-piperidin-4-yl)pyridine C(C1=CC=CC=C1)N1CCC(CC1)(CCC1=CC=CC=C1)C1=NC=CC=C1